carbon copper oxygen [O].[Cu].[C]